CC1(OB(OC1(C)C)C=1C=C(C2=C(C=CS2)C1)CO)C [5-(4,4,5,5-Tetramethyl-1,3,2-dioxaborolan-2-yl)-1-benzothiophen-7-yl]methanol